C(C)NS(=O)(=O)CC1CCC(CC1)NC1=C2C(=NC=C1C(=O)OC)NC=C2 methyl 4-(((1R,4R)-4-((N-ethylsulfamoyl)methyl)cyclohexyl)amino)-1H-pyrrolo[2,3-b]pyridine-5-carboxylate